N-(3-tripropoxysilylbutyl)urea C(CC)O[Si](C(CCNC(=O)N)C)(OCCC)OCCC